(4R)-3,4-dihydro(3,3,5,6,7,8-2H6)-2H-1-benzopyran-4-amine O1CC([C@H](C2=C1C(=C(C(=C2[2H])[2H])[2H])[2H])N)([2H])[2H]